N-(adamantan-1-yl)-2-(2-(((2-(2,6-dioxopiperidin-3-yl)-1-oxoisoindolin-4-yl)thio)methyl)thiazol-4-yl)acetamide C12(CC3CC(CC(C1)C3)C2)NC(CC=2N=C(SC2)CSC2=C3CN(C(C3=CC=C2)=O)C2C(NC(CC2)=O)=O)=O